4-(di-tert-butyl[18F]fluorosilyl)benzenethiol C(C)(C)(C)[Si](C1=CC=C(C=C1)S)([18F])C(C)(C)C